N-(4-(carbamoylmethyl)phenyl)-menthanecarboxamide C(N)(=O)CC1=CC=C(C=C1)NC(=O)C1CC(CCC1C(C)C)C